5-(4-((3-ethyl-8-fluoro-5-(hydroxymethyl)-2,4-dioxo-1,2,3,4-tetrahydroquinazolin-7-yl)methyl)piperazin-1-yl)-N,6-dimethylpyridineamide C(C)N1C(NC2=C(C(=CC(=C2C1=O)CO)CN1CCN(CC1)C=1C=CC(=NC1C)C(=O)NC)F)=O